tert-butyl N-({4-[2-(2-aminopyridin-3-yl)-5-(difluoromethyl)imidazo[4,5-b]pyridin-3-yl]phenyl}methyl)carbamate NC1=NC=CC=C1C1=NC=2C(=NC(=CC2)C(F)F)N1C1=CC=C(C=C1)CNC(OC(C)(C)C)=O